O=C(C=C(C)OC([C@H]1N(CCC1)C(=O)OCC1=CC=CC=2C3=CC=CC=C3CC12)=O)C1=CC=CC=C1 (E)-fluorenylmethoxycarbonyl-L-proline-4-oxo-4-phenyl-2-buten-2-yl ester